N[C@H]([C@@H](O)C1=CC=C(C=C1)[N+](=O)[O-])CO (1S,2S)-2-amino-1-(4-nitrophenyl)propane-1,3-diol